C(C)(C)(C)OC(=O)NCCCN(C(OC(C)(C)C)=O)CC(CNCCO[Si](C)(C)C(C)(C)C)O[Si](C)(C)C(C)(C)C tert-butyl N-[3-(tert-butoxycarbonylamino)propyl]-N-[2-[tert-butyl(dimethyl)silyl]oxy-3-[2-[tert-butyl(dimethyl)silyl]oxyethylamino]propyl]carbamate